C1(=CC=CC2=CC=CC=C12)N(C1=CC(=C(C2=C(C=C(N(C3=CC=CC=C3)C3=CC=CC4=CC=CC=C34)C=C2)C)C=C1)C)C1=CC=CC=C1 bis(naphthalene-1-yl)-N,N'-bis(phenyl)-2,2'-dimethyl-benzidine